CS(=O)(=O)N1CCC(CC1)NC1=NC2=C(C=CC=C2C=N1)C=1CC2(CCN(C2)C(=O)OC(C)(C)C)CC1 tert-butyl 7-(2-((1-(methylsulfonyl) piperidin-4-yl) amino) quinazolin-8-yl)-2-azaspiro[4.4]non-7-ene-2-carboxylate